CCC(CN(CCC(=O)[O-])CCC(=O)[O-])CCCC.[Na+].[Na+] Sodium β-2-Ethylhexyliminodipropionate